4-methoxy-N-(4-methylsulfonylphenyl)-N-(4-piperidyl)pyridin-3-amine COC1=C(C=NC=C1)N(C1CCNCC1)C1=CC=C(C=C1)S(=O)(=O)C